C(C)OC(C(CC1=CC[C@H](CC1)C(C)C)C)=O.BrCCC[N+]1=CC=CC=C1 1-(3-Bromopropyl)pyridin-1-ium ethyl-3-[(4S)-4-isopropyl-1-cyclohexen-1-yl]-2-methylpropionate